1-Isopropyl-5-(trifluoromethyl)-1H-pyrazole-3-amine C(C)(C)N1N=C(C=C1C(F)(F)F)N